CC(CCCCCCCCCCCC(=O)O)CCCCC 13-methyl-octadecanoic acid